N-tert-Butoxycarbonyl-N-(2-chloropyrimidin-4-yl)carbamic acid tert-butyl ester C(C)(C)(C)OC(N(C1=NC(=NC=C1)Cl)C(=O)OC(C)(C)C)=O